[Si](C1=CC=CC=C1)(C1=CC=CC=C1)(C(C)(C)C)O[C@H]1[C@H](CCC1)N (1S,2R)-2-((tert-butyldiphenylsilyl)oxy)cyclopentan-1-amine